(cis)-tert-butyl 1-(4-(allyloxy)-3,3-dimethyl-4-oxobutyl)-6,6-difluoro-2-methylhexahydropyrrolo[3,2-c]pyrazole-4(2H)-carboxylate C(C=C)OC(C(CCN1N(C[C@H]2[C@@H]1C(CN2C(=O)OC(C)(C)C)(F)F)C)(C)C)=O